1-(4-(trifluoromethyl)phenyl)-1,2,3,4-tetrahydroquinolin-3-amine FC(C1=CC=C(C=C1)N1CC(CC2=CC=CC=C12)N)(F)F